C(C)C1=NC2=C(N1C1=CC3=C(NC(N3)=O)C=C1)C=CC(=C2)C(=O)NC 2-Ethyl-N-methyl-1-(2-oxo-1,3-dihydrobenzimidazol-5-yl)benzimidazole-5-carboxamide